FC1=C(C=CC=C1)C1=C(C(=CC=C1)C1=CC2=C(CN(CCC2)CC(=O)O)C=C1)C 2-(7-(2'-Fluoro-2-methyl-[1,1'-biphenyl]-3-yl)-1,3,4,5-tetrahydro-2H-benzo[c]azepin-2-yl)acetic acid